2-(((6-(1-oxa-4-azaspiro[5.5]undecan-4-yl)-2-(trifluoromethyl)pyrimidin-4-yl)(methyl)amino)methyl)-4-(methylsulfonyl)thiomorpholine 1,1-dioxide O1CCN(CC12CCCCC2)C2=CC(=NC(=N2)C(F)(F)F)N(C)CC2CN(CCS2(=O)=O)S(=O)(=O)C